3-Chloropropyl (5-(8-fluoro-4-oxo-3,4-dihydrophthalazin-1-yl)-1H-benzimidazol-2-yl)carbamate FC=1C=CC=C2C(NN=C(C12)C1=CC2=C(NC(=N2)NC(OCCCCl)=O)C=C1)=O